(7S)-2-(((1-(4-fluorobenzyl)-1H-pyrazol-4-yl)methyl)amino)-5,7,8-trimethyl-7,8-dihydropteridin-6(5H)-one FC1=CC=C(CN2N=CC(=C2)CNC2=NC=3N([C@H](C(N(C3C=N2)C)=O)C)C)C=C1